C1(=CC=CC=C1)N(N=CC1=CC=C(C=C1)N(C1=CC=CC=C1)C1=CC=CC=C1)C1=CC=CC=C1 4-(diphenylamino)benzaldehyde diphenylhydrazone